(1R,2S,5R)-2-((S)-3-(((Benzyloxy)carbonyl)amino)-2-oxopyrrolidin-1-yl)-5-(isopropyl(methyl)amino)cyclohexanecarboxylic acid C(C1=CC=CC=C1)OC(=O)N[C@@H]1C(N(CC1)[C@@H]1[C@@H](C[C@@H](CC1)N(C)C(C)C)C(=O)O)=O